N-methyl-N-(1-(2-(pyrrolidin-1-yl)-4-(trifluoromethyl)benzyl)piperidin-4-yl)-1H-1,2,4-triazole-1-carboxamide CN(C(=O)N1N=CN=C1)C1CCN(CC1)CC1=C(C=C(C=C1)C(F)(F)F)N1CCCC1